C(CCCCCCC)(=O)OCC(COC([C@@H](O)C)=O)OC([C@@H](O)C)=O Glycerol Di-L-(+)-Lactate MonoOctanoate